O1CN=CNCC1 2,5,6,7-tetrahydro-1,3,5-oxadiazepine